3-chloro-2-(1,4-diazepan-1-yl)quinoline ClC=1C(=NC2=CC=CC=C2C1)N1CCNCCC1